C(C)N=[Nb](N(C)C)(N(C)C)N(C)C Ethylimino-tris(dimethylamino)niobium